tert-butyl 4-((4-(2-fluorophenyl)-2-oxo-5-(4,4,5,5-tetramethyl-1,3,2-dioxaborolan-2-yl) pyridin-1(2H)-yl) methyl)-4-hydroxy-3,3-dimethylpiperidine-1-carboxylate FC1=C(C=CC=C1)C1=CC(N(C=C1B1OC(C(O1)(C)C)(C)C)CC1(C(CN(CC1)C(=O)OC(C)(C)C)(C)C)O)=O